C1=C(C=CC2=CC=CC=C12)C(C=O)=O 2-(2-naphthyl)ethane-1,2-dione